BrC=1C=C2C(=C(C=NC2=CC1)Cl)N1CC(C(CC1)NC([O-])=O)=O (1-(6-bromo-3-chloroquinolin-4-yl)-3-oxopiperidin-4-yl)carbamate